C(CC)C1(C=CC=C1)[Y](C1(C=CC=C1)CCC)C1(C=CC=C1)CCC tris(n-propylcyclopentadienyl)yttrium (III)